NC=1C(=NC(=CC1)N1C=NC2=C1C=CC(=C2)NC=2N=NC(=CC2)C)N2N=C(C=C2C)C#N 1-[3-amino-6-[5-[(6-methylpyridazin-3-yl)amino]benzimidazol-1-yl]-2-pyridyl]-5-methyl-pyrazole-3-carbonitrile